3-(2,3-dichlorophenyl)-6-hydroxy-5-methyl-2-sulfanylpyrimidin-4-one ClC1=C(C=CC=C1Cl)N1C(=NC(=C(C1=O)C)O)S